N1N=C(C=C1)C1CCN(CC1)C(=O)[C@@H]1CC[C@H]2N1C([C@H](CCC2)NC(=O)C2=CC1=C(S2)C=CC(=C1)C(F)P(O)(O)=O)=O ((2-(((3S,6S,9aS)-3-(4-(1H-pyrazol-3-yl)piperidine-1-carbonyl)-5-oxooctahydro-1H-pyrrolo[1,2-a]azepin-6-yl)carbamoyl)benzo[b]thiophen-5-yl)fluoromethyl)phosphonic acid